methyl 6-acetyl-2-chloropyrimidine-4-carboxylate C(C)(=O)C1=CC(=NC(=N1)Cl)C(=O)OC